4-Cyano-N-(1-(2-(cyclopropancarboxamido)pyridin-4-yl)-1H-indol-4-yl)benzamid C(#N)C1=CC=C(C(=O)NC2=C3C=CN(C3=CC=C2)C2=CC(=NC=C2)NC(=O)C2CC2)C=C1